C(C)C1=NC2=CC(=C(C=C2C(N1C1=CC=C(C=C1)CC)=O)I)F 2-Ethyl-3-(4-ethylphenyl)-7-fluoro-6-iodoquinazolin-4(3H)-one